C(CP(=O)(O)OC[C@@H]1[C@H]([C@@H]([C@@H]([C@H](O1)O[C@H]2[C@H]([C@@H]([C@H](O[C@@H]2OC[C@@H]3[C@H]([C@@H]([C@@H]([C@H](O3)O[C@@H]4[C@H](O[C@@H]([C@@H]([C@H]4O)N)O[C@@H]5[C@H]([C@@H]([C@H]([C@@H]6[C@H]5OP(=O)(O6)O)O)O)O)CO)O)O[C@@H]7[C@@H]([C@H]([C@H]([C@H](O7)CO[C@@H]8[C@@H]([C@H]([C@H]([C@H](O8)CO)O)O)O[C@@H]9[C@@H]([C@H]([C@H]([C@H](O9)CO)O)O)O)O)O)O[C@@H]1[C@@H]([C@H]([C@H]([C@H](O1)CO)O)O)O)O)CO)O)O)O)O)O)N The molecule is a myo-inositol cyclic phosphate that consists of 1D-myo-inositol 1,2-cyclic phosphate having an octasaccharide moiety made up from four alpha-galactosyl residues, three alpha-mannosyl residues and one alpha-glucosaminyl residue, which at the reducing end is attached at position 6 via a glycosidic linkage. It is a glycoside, a myo-inositol cyclic phosphate and a carbohydrate derivative. It derives from a myo-inositol.